ClC=1C(=NC(=NC1)NC1=C(C=C(C(=C1)[N+](=O)[O-])F)OC)NC1=C(C=CC=C1)P(C)C (2-((5-chloro-2-((4-fluoro-2-methoxy-5-nitrophenyl)amino)pyrimidin-4-yl)amino)phenyl)dimethylphosphine